COC1=C(SC=C1)C(CCO)C[N+](=O)[O-] 3-(3-Methoxythiophen-2-yl)-4-nitrobutan-1-ol